1-[4-fluoro-2-(2,2,3,3,3-pentafluoropropoxy)phenyl]-2-oxo-N-[6-(2,2,2-trifluoroethoxy)pyridin-3-yl]-1,2-dihydropyridine-3-carboxamide FC1=CC(=C(C=C1)N1C(C(=CC=C1)C(=O)NC=1C=NC(=CC1)OCC(F)(F)F)=O)OCC(C(F)(F)F)(F)F